4-methylsulfonyloxymethyl-5-methyl-2,2-dioxo-1,3,2-dioxathiolane CS(=O)(=O)OCC1OS(OC1C)(=O)=O